3-(piperidin-4-ylmethoxy)-5-(trifluoromethyl)pyridin hydrochloride Cl.N1CCC(CC1)COC=1C=NC=C(C1)C(F)(F)F